C(C)(C)(C)OC(=O)NC(C(=O)N1CCN(CC1)C(=O)NC1=NC(N(C=C1)C1=CC=C(C=C1)CC(CC)N1CC2CCC(CC2C1)NC(OC(C)(C)C)=O)=O)(C)C tert-butyl (2-(1-(4-(4-(4-(2-((tert-butoxycarbonyl)amino)-2-methylpropanoyl) piperazine-1-carboxamido)-2-oxopyrimidin-1(2H)-yl)phenyl)butan-2-yl)octahydro-1H-isoindol-5-yl)carbamate